C1SCC2CCCC=C12 cis-hexahydroisobenzothiophene